tert-butyl (5R)-5-[(5-chlorohexanoyl)amino]-3,3-difluoropiperidine-1-carboxylate ClC(CCCC(=O)N[C@@H]1CC(CN(C1)C(=O)OC(C)(C)C)(F)F)C